N1N=C(C=C1)C1CCN(CC1)C(C(=O)NC=1SC(=CN1)OC1=CC(=CC(=C1)F)F)=C (S)-2-(4-(1H-pyrazol-3-yl)piperidin-1-yl)-N-(5-(3,5-difluorophenoxy)thiazol-2-yl)propenamide